C(CC)(=O)[O-].C(CCCCCCCCCCC)OCC(C[NH+](CC(O)O)CCC)O N-(dodecyloxy-2-hydroxypropyl)-propyldihydroxyethyl-ammonium propionate